NC=1C2=C(N=CN1)N(C=C2Br)[C@@H]2O[C@H](CC2)\C=C\C2CCNCC2 (2R,3R,4S,5R)-2-{4-amino-5-bromo-7H-pyrrolo[2,3-d]pyrimidin-7-yl}-5-[(1E)-2-(piperidin-4-yl)ethenyl]oxolane